3-((2-(2-butoxyethoxy)ethoxy)methylene)heptane C(CCC)OCCOCCOC=C(CC)CCCC